6,6,9-Trimethyl-1,2,3,5,6,8-hexahydro-7-oxa-2,4-diaza-cyclopenta[b]naphthalene hydrochloride Cl.CC1(CC=2N=C3C(=C(C2CO1)C)CNC3)C